(4aR,8aS)-6-[rel-(2S,3R)-3-[2-Bromo-5-(trifluoromethyl)phenoxy]-2-methylpyrrolidin-1-carbonyl]-4,4a,5,7,8,8a-hexahydropyrido[4,3-b][1,4]oxazin-3-on BrC1=C(O[C@H]2[C@@H](N(CC2)C(=O)N2C[C@@H]3[C@@H](OCC(N3)=O)CC2)C)C=C(C=C1)C(F)(F)F |o1:4,5|